FC=1C(=NC(=NC1OC1CCC(CC1)C(F)(F)F)C)C1=NNC2=C1N(C(C=C2)=O)C 3-(5-fluoro-2-methyl-6-{[(1r,4r)-4-(trifluoromethyl)cyclohexyl]-oxy}pyrimidin-4-yl)-4-methyl-1H,4H,5H-pyrazolo[4,3-b]pyridin-5-one